(6-Methylpyrazin-2-yl){9-[methyl-(7H-pyrrolo[2,3-d]pyrimidin-4-yl)amino]-3-azaspiro[5.5]undec-3-yl}methanon CC1=CN=CC(=N1)C(=O)N1CCC2(CC1)CCC(CC2)N(C=2C1=C(N=CN2)NC=C1)C